6-chloro-N-[5-(2,2-difluoroethoxy)-4,6-dimethoxy-pyrimidin-2-yl]-7-(6-methylpyrazin-2-yl)-1H-indole-3-sulfonamide ClC1=CC=C2C(=CNC2=C1C1=NC(=CN=C1)C)S(=O)(=O)NC1=NC(=C(C(=N1)OC)OCC(F)F)OC